O.C(CC(O)(C(=O)O)CC(=O)O)(=O)O Citric Acid Monohydrate